4-(4-hydroxy-3-methoxy-phenyl)-3,5-diphenyl-4,5-dihydro-1H-pyrrolo[3,4-c]pyrazol-6-one OC1=C(C=C(C=C1)C1N(C(C=2NN=C(C21)C2=CC=CC=C2)=O)C2=CC=CC=C2)OC